N1N=CC=C1C1CN(CCC1)C=1C2=C(N=C(N1)N)CCC2 4-(3-(1H-pyrazol-5-yl)piperidin-1-yl)-6,7-dihydro-5H-cyclopenta[d]pyrimidin-2-amine